BrC1=C2C(=C[N+](=C1)[O-])SC(=C2)C(=O)OC 4-bromo-2-(methoxycarbonyl)thieno[2,3-c]Pyridine 6-oxide